1-(4-((4-((3'-(dimethylamino)-4-methoxy-[1,1'-biphenyl]-3-yl)amino)-7-methoxy-quinazolin-6-yl)oxy)piperidin-1-yl)prop-2-en-1-one CN(C=1C=C(C=CC1)C1=CC(=C(C=C1)OC)NC1=NC=NC2=CC(=C(C=C12)OC1CCN(CC1)C(C=C)=O)OC)C